5-bromo-3-((4-((di-ethylamino)methyl)phenylimino)methyl)-2-hydroxyphenyl isobutyrate C(C(C)C)(=O)OC1=C(C(=CC(=C1)Br)C=NC1=CC=C(C=C1)CN(CC)CC)O